methyl 5-(trifluoromethyl)pyridazine-3-carbimidate FC(C=1C=C(N=NC1)C(OC)=N)(F)F